4-TERT-BUTYLBENZENESULFONIC ACID C(C)(C)(C)C1=CC=C(C=C1)S(=O)(=O)O